[Al].[Mg].[Si] silicon-magnesium aluminum